(4Z)-hept-4-en-2-yl 2-hydroxybenzoate OC1=C(C(=O)OC(C)C\C=C/CC)C=CC=C1